4-(butylamino)-2-(methylthio)-6-(4-(pyrrolidin-1-ylmethyl)benzyl)-6,7-dihydro-5H-pyrrolo[3,4-d]pyrimidin-5-one C(CCC)NC=1C2=C(N=C(N1)SC)CN(C2=O)CC2=CC=C(C=C2)CN2CCCC2